C1(CC1)C#C[C@@]1(NC(N(C2=CC(=CC=C12)CN1C=NC=CC1=O)CC1=CC=C(C=C1)OC)=O)C(F)(F)F (S)-4-(cyclopropylethynyl)-1-(4-methoxybenzyl)-7-((6-oxopyrimidin-1(6H)-yl)methyl)-4-(trifluoromethyl)-3,4-dihydroquinazolin-2(1H)-one